NC[C@H](C1=CC=CC=C1)NC(=O)C=1C=CC=C2C(=NNC12)C=1C=NNC1 N-[(1S)-2-amino-1-phenyl-ethyl]-3-(1H-pyrazol-4-yl)-1H-indazole-7-carboxamide